COC(N[C@@H]1CC[C@H](CC1)C(N(C[C@@H]1CC[C@H](CC1)C1=CC(=C(C=C1)OC)C)C1=CC(=CC=C1)C=1C=NN(C1)C1CC1)=O)=O Methyl(trans-4-((3-(1-cyclopropyl-1H-pyrazol-4-yl)phenyl)((trans-4-(4-methoxy-3-methylphenyl)cyclohexyl) methyl)carbamoyl)cyclohexyl)carbamate